C(C)(C)(C)OC(=O)N1CC(C1)(C(N)=O)CN1[N+](=C2C=CC=CC2=C1)C 2-((1-(tert-butoxycarbonyl)-3-carbamoylazetidin-3-yl)methyl)-1-methyl-2H-indazol-1-ium